2-mercaptopyridine oxide sodium salt [Na].SC1=[N+](C=CC=C1)[O-]